3-chloro-5-fluoropyridin-2-ol ClC=1C(=NC=C(C1)F)O